ClC1=C(C(=O)NC=2OC=NN2)C=CC(=C1S(=O)(=N)C)C1CC1 2-chloro-4-cyclopropyl-3-(S-methylsulfonimidoyl)-N-(1,3,4-oxadiazol-2-yl)benzamide